(3R)-3-(trifluoroethoxy)pyrrolidine hydrochloride Cl.FC(CO[C@H]1CNCC1)(F)F